2,2-dibutyloctanoat C(CCC)C(C(=O)[O-])(CCCCCC)CCCC